α-chloroacrylic acid 2,2,2-trifluoroethyl ester FC(COC(C(=C)Cl)=O)(F)F